((R)-4-(2-aminooxazolo[4,5-c]pyridin-7-yl)-3,6-dihydro-2H-pyran-2-yl)((S)-8-chloro-1-methyl-6-(trifluoromethyl)-3,4-dihydroisoquinolin-2(1H)-yl)methanone NC=1OC2=C(C=NC=C2C=2C[C@@H](OCC2)C(=O)N2[C@H](C3=C(C=C(C=C3CC2)C(F)(F)F)Cl)C)N1